FC(C=1C=C(C=CC1)N1C(N[C@H](C2=C1CCNC2=O)C2=CC=C(C#N)C=C2)=O)F (S)-4-(1-(3-(Difluoromethyl)phenyl)-2,5-dioxo-1,2,3,4,5,6,7,8-octahydropyrido[4,3-d]-pyrimidin-4-yl)benzonitrile